7-(6-thiomorpholinopyridine-3-yl)-2-(1-(2,2,2-trifluoroethyl)piperidine-4-yl)benzo[d][1,3]dioxole-5-carboxamide S1CCN(CC1)C1=CC=C(C=N1)C1=CC(=CC2=C1OC(O2)C2CCN(CC2)CC(F)(F)F)C(=O)N